CC=CCOC(C(C)O)O 3-(methyl)-allyloxy-1,2-dihydroxypropane